(3,7-dimethyl-oct-2,6-dienyl)-ethane CC(=CCCC)CCC=C(C)C